2'-chloro-N-(5-(6-cyanopicolinoyl)-5,6-dihydro-4H-pyrrolo[3,4-d]thiazol-2-yl)-5'-methoxy-6-methyl-[4,4'-bipyridine]-3-carboxamide ClC1=NC=C(C(=C1)C1=C(C=NC(=C1)C)C(=O)NC=1SC2=C(N1)CN(C2)C(C2=NC(=CC=C2)C#N)=O)OC